1-[6-cyclopropyl-2-(methylcarbamoyl)-1H-indol-4-yl]pyrazole C1(CC1)C1=CC(=C2C=C(NC2=C1)C(NC)=O)N1N=CC=C1